ClC1=C(C=CC(=C1)C(F)(F)F)NC(=O)CN1C=2N(C(C(=C1CC)N1CCN(CC1)C(=O)OC(C)(C)C)=O)N=C(N2)C=2CCOCC2 tert-butyl 4-[4-({[2-chloro-4-(trifluoromethyl)phenyl]carbamoyl}methyl)-2-(3,6-dihydro-2H-pyran-4-yl)-5-ethyl-7-oxo-[1,2,4]triazolo[1,5-a]pyrimidin-6-yl]piperazine-1-carboxylate